C(C)(C)OC1=C(C=NC=C1)COC1=CC=C(C=C1)C=1C=C(C(NC1C(F)(F)F)=O)C(=O)N 5-(4-((4-Isopropoxypyridin-3-yl)methoxy)phenyl)-2-oxo-6-(trifluoromethyl)-1,2-dihydropyridin-3-carboxamide